N-[(5-chloro-1-methyl-1H-indol-2-yl)carbonyl]L-phenylalanine ClC=1C=C2C=C(N(C2=CC1)C)C(=O)N[C@@H](CC1=CC=CC=C1)C(=O)O